OC1=C(C=C(CNC(CCCC\C=C\C(CC)C)=O)C=C1)OC (6E)-N-(4-Hydroxy-3-methoxybenzyl)-8-methyldec-6-enamide